C(C)(C)(C)C=1C(=NN(C1NC(OC1CC(C1)F)=O)C)C1CC(C1)(F)F (1r,3r)-3-fluorocyclobutyl (4-(tert-butyl)-3-(3,3-difluorocyclobutyl)-1-methyl-1H-pyrazol-5-yl)carbamate